5-(N-tert-butanesulfonyl)amino-3-(1,2,3,4,5,8-hexahydroindolizin-7-yl)-1H-indole C(C)(C)(C)S(=O)(=O)NC=1C=C2C(=CNC2=CC1)C1=CCN2CCCC2C1